triisobutyl-(2-ethoxyethoxy)silane C(C(C)C)[Si](OCCOCC)(CC(C)C)CC(C)C